3-(4-ethylfuran-2-yl)propionic acid C(C)C=1C=C(OC1)CCC(=O)O